Tertiary butyl-phosphonic acid calcium salt [Ca+2].C(C)(C)(C)P([O-])([O-])=O